N,N-dimethyl-3,5-diphenyl-3-(trifluoromethyl)-2,3-dihydrofuran-2-amine CN(C1OC(=CC1(C(F)(F)F)C1=CC=CC=C1)C1=CC=CC=C1)C